NC1=C(C=C(C=C1)C)C1=C(C=NN1C1OCCCC1)N 5-(2-Amino-5-methyl-phenyl)-1-(tetrahydro-pyran-2-yl)-1H-pyrazol-4-ylamine